6,6',6''-(1,3,5-triazine-2,4,6-triyl)tris(3-methyl-9H-carbazole-9-carbonitrile) N1=C(N=C(N=C1C=1C=C2C=3C=C(C=CC3N(C2=CC1)C#N)C)C=1C=C2C=3C=C(C=CC3N(C2=CC1)C#N)C)C=1C=C2C=3C=C(C=CC3N(C2=CC1)C#N)C